CC1=CC=C(C=C1)S(=O)(=O)O.F[C@H]1[C@@H](C1)N trans-2-Fluorocyclopropanamine 4-methylbenzene-sulfonate